C[C@](N)(CC1=CNC2=CC=CC=C12)C(=O)O α-methyltryptophan